(2Z)-3,3-Dimethyl-2-[[3-[(E)-3-[2-[(4-methylpiperazin-1-yl)methyl]phenyl]-3-oxoprop-1-enyl]phenyl]methylidene]butanoic acid CC(/C(/C(=O)O)=C/C1=CC(=CC=C1)\C=C\C(=O)C1=C(C=CC=C1)CN1CCN(CC1)C)(C)C